5-(1-propen-2-yl)pyrimidine-2,4(1H,3H)-dione C=C(C)C=1C(NC(NC1)=O)=O